C(C1=CC=CC=C1)N[C@H]1[C@@H](C1)C1=CC=CC=C1 (1R,2S)-N-benzyl-2-phenylcyclopropan-1-amine